FC1=CC=C(C=C1)N1N=CC2=CC(=C(C=C12)C)C1N(CCN(C1)S(=O)(=O)C1=NN(N=C1)C)CC1CC(C1)O 3-((2-(1-(4-fluorophenyl)-6-methyl-1H-indazol-5-yl)-4-((2-methyl-2H-1,2,3-triazol-4-yl)sulfonyl)piperazin-1-yl)methyl)cyclobutan-1-ol